C1(=CC(=CC=C1)C1N(CCC1)C(=O)C12CC(C1)(C2)NC(OC(C)(C)C)=O)C tert-Butyl (3-(2-(m-tolyl)pyrrolidine-1-carbonyl)bicyclo[1.1.1]pentan-1-yl)carbamate